C(#N)C1=C(C(=O)O)C=C(C=C1)N1C=C(C2=NC=C(C=C21)C=2C(=NOC2C)C)CC2CCC2 2-cyano-5-(3-(cyclobutylmethyl)-6-(3,5-dimethylisoxazol-4-yl)-1H-pyrrolo[3,2-b]pyridin-1-yl)benzoic acid